CC1(C2CC=C(C1C2)CCC=O)C 6,6-dimethylbicyclo{3.1.1}hept-2-ene-2-propanal